C1(CC1)C=1C=CC=2N(C1)C(=C(N2)C)C(=O)[O-].[K+] potassium 6-cyclopropyl-2-methylimidazo[1,2-a]pyridine-3-carboxylate